[4-[2-(2-fluoro-5-hydroxy-phenyl)-3H-imidazo[4,5-b]pyridin-7-yl]-1-piperidyl]-[4-(trifluoromethoxy)phenyl]methanone FC1=C(C=C(C=C1)O)C1=NC=2C(=NC=CC2C2CCN(CC2)C(=O)C2=CC=C(C=C2)OC(F)(F)F)N1